COC(=O)C=1C2C(C(OC1)O)C(=CC2)CO 1-hydroxy-7-(hydroxymethyl)-1,4a,5,7a-tetrahydrocyclopenta[C]pyran-4-carboxylic acid methyl ester